2-[3-(3-chloro-5-fluorophenyl)ureido]-4-fluorobenzamide ClC=1C=C(C=C(C1)F)NC(NC1=C(C(=O)N)C=CC(=C1)F)=O